C(C)OC(=O)C1(N=C(SC1)[C@H]1N(C[C@@H](C1)F)C(=O)OC(C)(C)C)O 2-((2S,4R)-1-(tert-Butoxycarbonyl)-4-fluoropyrrolidin-2-yl)-4-hydroxy-4,5-dihydrothiazole-4-carboxylic acid ethyl ester